C(C)OC(=O)C=1OC2=C(C1)C=C(C=C2)S(N(C2=C(C=CC=C2)N2CCNCC2)CCC2=CC=CC=C2)(=O)=O 5-(N-phenethyl-N-(2-(piperazin-1-yl)phenyl)sulfamoyl)benzofuran-2-carboxylic acid ethyl ester